N,N-bis-hydroxyethyl-4-nitrosoaniline OCCN(C1=CC=C(C=C1)N=O)CCO